8-bromo-6-chloro-2-[2-(3-chloro-2-pyridyl)-5-[[5-[4-(trifluoromethyl)phenyl]tetrazol-2-yl]methyl]pyrazol-3-yl]-3,1-benzoxazin-4-one BrC1=CC(=CC=2C(OC(=NC21)C=2N(N=C(C2)CN2N=C(N=N2)C2=CC=C(C=C2)C(F)(F)F)C2=NC=CC=C2Cl)=O)Cl